C(C)(C)N1N=CC=2C=NC(=CC21)C2=NNC=C2NC2=C(C=C(C=N2)C#N)C 6-[[3-(1-isopropylpyrazolo[4,3-c]pyridin-6-yl)-1H-pyrazol-4-yl]amino]-5-methyl-pyridine-3-carbonitrile